NC1=CC=C(C=N1)/C=C/C(=O)NCC=1OC2=C(C1)C=C(C=C2C2=CC=C(C=C2)F)C2=CC=C(C=C2)OC=2C=NC(=CC2)F (E)-3-(6-amino-pyridin-3-yl)-N-((7-(4-fluoro-phenyl)-5-(4-((6-fluoro-pyridin-3-yl)oxy)phenyl)benzofuran-2-yl)methyl)acrylamide